(+/-)-4-[2-(3-fluorophenyl)azepan-1-yl]-6-methyl-pyrimidin-2-amine FC=1C=C(C=CC1)[C@@H]1N(CCCCC1)C1=NC(=NC(=C1)C)N |r|